N-(1-Methylazetidin-3-yl)-3-[1-[4-oxo-6-(1H-pyrazol-4-yl)quinazolin-3-yl]ethyl]benzamide CN1CC(C1)NC(C1=CC(=CC=C1)C(C)N1C=NC2=CC=C(C=C2C1=O)C=1C=NNC1)=O